OC=1C(=C(C=CC1)C1=C(C(O)=CC=C1)O)O dihydroxyphenyl-(catechol)